FC1=C(C(=CC=C1)OC)C1=CN=CC(=N1)C(=O)O 6-(2-fluoro-6-methoxyphenyl)pyrazine-2-carboxylic acid